4-[4-benzyloxy-1-(4-fluorophenyl)-2-(1-methylsulfonyl-3-piperidinyl)indol-3-yl]benzoic acid C(C1=CC=CC=C1)OC1=C2C(=C(N(C2=CC=C1)C1=CC=C(C=C1)F)C1CN(CCC1)S(=O)(=O)C)C1=CC=C(C(=O)O)C=C1